C1(=CC=CC=C1)P(C1=C(C=CC=C1)C=1C(=CC=C(C1)C)C(=O)NC1=CC=C(C=C1)OC)C1=CC=CC=C1 2'-(diphenylphosphino)-N-(4-methoxyphenyl)-5-methyl-[1,1'-biphenyl]-2-carboxamide